4-(7-Fluoro-1,4,4,9-tetramethyl-5H-[1,2,4]triazolo[4,3-a]quinoxalin-8-yl)-1H-indole-6-carbonitrile FC=1C=C2NC(C=3N(C2=C(C1C1=C2C=CNC2=CC(=C1)C#N)C)C(=NN3)C)(C)C